isobutyl 5-chloro-3-(1-((1-(2-(naphthalene-2-sulfonylamino) ethyl) piperidin-4-yl) methyl)-1H-1,2,3-triazol-4-yl)-1H-indole-2-carboxylate ClC=1C=C2C(=C(NC2=CC1)C(=O)OCC(C)C)C=1N=NN(C1)CC1CCN(CC1)CCNS(=O)(=O)C1=CC2=CC=CC=C2C=C1